NC/C(/CN1N=CN(C1=O)CC1=CC=C(S1)C=1C=CC(N(C1)C)=O)=C\F 5-[5-({1-[(2E)-2-(aminomethyl)-3-fluoroprop-2-en-1-yl]-5-oxo-1,5-dihydro-4H-1,2,4-triazol-4-yl}methyl)thiophen-2-yl]-1-methylpyridin-2(1H)-one